[Cl-].N1=CNC2=C1C=CC=C2 benzimidazole chloride salt